(2S)-2-(4-fluoro-2-isopropylphenyl)pyrrolidine FC1=CC(=C(C=C1)[C@H]1NCCC1)C(C)C